{7-[(3-hydroxy-1-methyltetrahydro-1H-pyrrol-3-yl)methyl]-6,7,8,9-tetrahydro-3H-pyrrolo[3,2-f]isoquinolin-2-yl}methanone OC1(CN(CC1)C)CN1CC2=CC=C3C(=C2CC1)C=C(N3)C=O